BrC1=NN2C(C(CCC2)OC2=C(C=CC=C2)Cl)=N1 2-bromo-8-(2-chlorophenoxy)-5,6,7,8-tetrahydro-[1,2,4]triazolo[1,5-a]pyridine